1-[(1s,4s)-4-[(2-{3-[(4-methane-sulfonyl-2-methoxy-phenyl)amino]prop-1-yn-1-yl}-1-(2,2,2-trifluoroethyl)-1H-indol-4-yl)amino]cyclohexyl]piperidin-4-ol CS(=O)(=O)C1=CC(=C(C=C1)NCC#CC=1N(C2=CC=CC(=C2C1)NC1CCC(CC1)N1CCC(CC1)O)CC(F)(F)F)OC